C(CC)[NH+](CCC)CCC tripropylazanium